tert-butyl (1-(4-fluorobenzofuran-5-yl)propan-2-yl)(methyl)carbamate FC1=C(C=CC2=C1C=CO2)CC(C)N(C(OC(C)(C)C)=O)C